tert-butyl (R)-(3-hydroxy-1-(1-hydroxycyclopropyl)propyl)carbamate OCC[C@H](C1(CC1)O)NC(OC(C)(C)C)=O